O1C(CCCC1)OCCCCCC\C=C/CCCO (4Z)-11-(tetrahydropyranyloxy)-4-undecen-1-ol